bis-(tert-butyl)(3,5-bis-(trifluoroethoxy)phenyl)phosphonium tetramesitylborate C1(=C(C(=CC(=C1)C)C)[B-](C1=C(C=C(C=C1C)C)C)(C1=C(C=C(C=C1C)C)C)C1=C(C=C(C=C1C)C)C)C.C(C)(C)(C)[PH+](C1=CC(=CC(=C1)OCC(F)(F)F)OCC(F)(F)F)C(C)(C)C